6-(Cyclopropanecarboxamido)-4-((4-methoxy-3-methylpyrazolo[1,5-c]pyrimidin-5-yl)amino)-N-(methyl-d3)nicotinamide C1(CC1)C(=O)NC1=NC=C(C(=O)NC([2H])([2H])[2H])C(=C1)NC1=C(C=2N(C=N1)N=CC2C)OC